2-[(3-ethynyl-8-methyl-6-quinolinyl)oxy]-N-(2-fluoroethyl)-2-methoxy-acetamide C(#C)C=1C=NC2=C(C=C(C=C2C1)OC(C(=O)NCCF)OC)C